C/C(=C/CC=1C(=C(C(=O)O)C(=CC1O)CCCCC)O)/CCC=C(C)C 3-[(2Z)-3,7-dimethylocta-2,6-dienyl]-2,4-dihydroxy-6-pentylbenzoic acid